ClC=1C(=NC(=NC1)NC=1C=C2CCN(CC2=CC1OC)CCC(F)(F)F)NC=1C=CC=C2CNC(C12)=O 7-((5-chloro-2-((7-methoxy-2-(3,3,3-trifluoropropyl)-1,2,3,4-tetrahydroisoquinolin-6-yl)amino)pyrimidin-4-yl)amino)isoindolin-1-one